CN1C=NC(=C1C(=O)OC)CCC methyl 3-methyl-5-propylimidazole-4-carboxylate